O1CC(C1)C1=CC=C(C=C1)C1CN(C1)C(=O)N1CC(CC1)C1=CC=NN1 [3-[4-(Oxetan-3-yl)phenyl]azetidin-1-yl]-[3-(1H-pyrazol-5-yl)pyrrolidin-1-yl]methanone